α,α-ditolyl-β-propiolactone C1(=C(C=CC=C1)C1(C(=O)OC1)C1=C(C=CC=C1)C)C